N1=C(C=CC=C1)C(C)C1=NC=CC=C1 1,1-Bis(2-pyridyl)ethane